1-((tert-butylsulfinyl)imino)-5-methyl-1,3-dihydro-spiro[indene-2,4'-piperidine]-1'-carboxylic acid tert-butyl ester C(C)(C)(C)OC(=O)N1CCC2(CC1)C(C1=CC=C(C=C1C2)C)=NS(=O)C(C)(C)C